C(=O)(OC(C)(C)C)N1CCN(CC1)C1=CC=C(C=C1)CN 1-N-Boc-4-(4-(aminomethyl)phenyl)piperazine